COC=1C=2N(C=CC1COC([2H])([2H])[2H])N=CC2N 4-Methoxy-5-((methoxy-d3)methyl)pyrazolo[1,5-a]pyridin-3-amine